6-methyl-7-(4-nitrophenyl)-8-(4-(pyrimidin-2-yloxy)phenyl)pyrrolo[1,2-a]pyrazin-1-ol CC1=C(C(=C2N1C=CN=C2O)C2=CC=C(C=C2)OC2=NC=CC=N2)C2=CC=C(C=C2)[N+](=O)[O-]